OC=1C=C(C=C2C(C3=CC(=CC=C3C2)O)=O)C=CC1O 2-(3,4-dihydroxybenzylidene)-6-hydroxy-2,3-dihydro-1H-inden-1-one